O1CCCOCC1 1,5-dioxepane